O=C1N(CCNC1)CCNC(OC(C)(C)C)=O tertbutyl N-[2-(2-oxopiperazin-1-yl)ethyl]carbamate